(1RS,3RS)-1-((E)-prop-1-enyl)spiro[2.4]heptan-4-one C(=C\C)/[C@H]1C[C@@]12C(CCC2)=O |r|